C12N(CC(NC1)C2)C(CNC(C2=C(C=C(C=C2)NC=2C=1N(C=CN2)C(=CN1)C=1C(=NN(C1)CC(F)F)C(F)(F)F)CC)=O)=O N-[2-(2,5-diazabicyclo[2.2.1]heptan-2-yl)-2-oxo-ethyl]-4-[[3-[1-(2,2-difluoroethyl)-3-(trifluoromethyl)pyrazol-4-yl]imidazo[1,2-a]pyrazin-8-yl]amino]-2-ethyl-benzamide